CC(C(=O)OCC(COC(C(=CC1=CC(=C(C(=C1)C(C)(C)C)O)C(C)(C)C)C)=O)(COC(C(=CC1=CC(=C(C(=C1)C(C)(C)C)O)C(C)(C)C)C)=O)COC(C(=CC1=CC(=C(C(=C1)C(C)(C)C)O)C(C)(C)C)C)=O)=CC1=CC(=C(C(=C1)C(C)(C)C)O)C(C)(C)C pentaerythritol tetrakis[methyl-beta-(3,5-di-tert-butyl-4-hydroxyphenyl) acrylate]